gold thioacetic acid C(C)(=S)O.[Au]